[5-(difluoromethyl)-1,3,4-thiadiazol-2-yl]-6-fluoro-N-[1-(fluoromethyl)cyclopropyl]-2-oxo-1H-benzimidazole-5-sulfonamide FC(C1=NN=C(S1)N1C(NC2=C1C=C(C(=C2)S(=O)(=O)NC2(CC2)CF)F)=O)F